(5'S,7a'R)-5'-phenyl-1-[5-(1,3-thiazol-4-yl)pyrimidin-2-yl]tetrahydro-3'H-spiro[piperidine-4,2'-pyrrolo[2,1-b][1,3]oxazol]-3'-one C1(=CC=CC=C1)[C@@H]1CC[C@H]2OC3(C(N21)=O)CCN(CC3)C3=NC=C(C=N3)C=3N=CSC3